ClC=1C=C(C=CC1)C1=CC(=CC=C1)C1=NN2C(C(=CC(=C2)C2=CC=CC=C2)C2=CC=CC=C2)=N1 2-(3'-chloro-[1,1'-biphenyl]-3-yl)-6,8-diphenyl-[1,2,4]triazolo[1,5-a]pyridine